ClC1=NC=C(C(=N1)NC1CCC1)C(F)(F)F 2-chloro-N-cyclobutyl-5-(trifluoromethyl)pyrimidin-4-amine